BrC(=C[C@@H]1C([C@@H]1C(=O)O[C@@H](C1=CC(=CC=C1)OC1=CC=CC=C1)C#N)(C)C)Br [(S)-cyano-(3-phenoxyphenyl)-methyl] (1R,3R)-3-(2,2-dibromoeth-enyl)-2,2-dimethyl-cyclopropane-1-carboxylate